C(C)N1C(N(C(C2=CC(=CC=C12)S(=O)(=O)N[C@]1([C@@H](C1)C=C)CO)=O)CC)=O 1,3-diethyl-N-((1r,2s)-1-(hydroxymethyl)-2-vinylcyclopropyl)-2,4-dioxo-1,2,3,4-tetrahydroquinazoline-6-sulfonamide